7-isopropoxy-2-((1S,4R)-1-(methoxymethyl)-2-oxabicyclo[2.2.1]hept-4-yl)imidazo[1,2-a]pyrimidine-6-carboxylic acid C(C)(C)OC1=NC=2N(C=C1C(=O)O)C=C(N2)[C@@]21CO[C@@](CC2)(C1)COC